BrC1=C(C=C(C=C1)[N+](=O)[O-])NC(=O)C1(CC1)C N-(2-bromo-5-nitro-phenyl)-1-methyl-cyclopropanecarboxamide